N-(7-ethoxybenzo[d]thiazol-2-yl)-3-((7-(5-methyl-1,2,4-oxadiazol-3-yl)isoquinolin-1-yl)amino)propenamide C(C)OC1=CC=CC=2N=C(SC21)NC(C=CNC2=NC=CC1=CC=C(C=C21)C2=NOC(=N2)C)=O